5-formyl-2-methylbenzoic acid C(=O)C=1C=CC(=C(C(=O)O)C1)C